(3R,5R)-5-(3-((2-(methoxymethyl) pyrazolo[1,5-a]pyrazin-4-yl)amino)-1H-pyrazol-5-yl)tetrahydrofuran-3-yl (3-methyloxetan-3-yl)carbamate CC1(COC1)NC(O[C@H]1CO[C@H](C1)C1=CC(=NN1)NC=1C=2N(C=CN1)N=C(C2)COC)=O